FC1=C(C=CC=C1)CN1N=C(N=C1)C(=O)N[C@@H]1C(N(C=2N(CC1)N=C(C2)CCN2C1COC(C2)C1)C)=O 1-[(2-fluorophenyl)methyl]-N-[(6S)-4-methyl-2-[2-(2-oxa-5-azabicyclo[2.2.1]heptan-5-yl)ethyl]-5-oxo-7,8-dihydro-6H-pyrazolo[1,5-a][1,3]diazepin-6-yl]-1,2,4-triazole-3-carboxamide